2-((1s,4S)-4-(2-methylpyridin-4-yl)cyclohexyl)propionic acid CC1=NC=CC(=C1)C1CCC(CC1)C(C(=O)O)C